4,7-bis(4-hydroxy-3-isopropylphenyl)-2-(6-chlorohexyl)-2H-benzotriazole OC1=C(C=C(C=C1)C1=CC=C(C2=NN(N=C21)CCCCCCCl)C2=CC(=C(C=C2)O)C(C)C)C(C)C